3-((cis)-3,4-bis(4-chlorophenyl)-5-ethylpiperazin-1-yl)-3-oxopropanoic acid ClC1=CC=C(C=C1)[C@@H]1CN(C[C@@H](N1C1=CC=C(C=C1)Cl)CC)C(CC(=O)O)=O